(2R)-6-chloro-4-oxo-N-{3-[(prop-2-en-1-yl)oxy]bicyclo[1.1.1]pentan-1-yl}-3,4-dihydro-2H-1-benzopyran-2-carboxamide ClC=1C=CC2=C(C(C[C@@H](O2)C(=O)NC23CC(C2)(C3)OCC=C)=O)C1